C(C1=CC=CC=C1)NC(=O)NC1=CC(=C(C=C1)C1=CN=C(S1)[C@@H]1CC[C@H](CC1)NC(OC(C)C)=O)S(NC(C)(C)C)(=O)=O Trans-isopropyl N-[4-[5-[4-(benzylcarbamoylamino)-2-(tert-butylsulfamoyl)phenyl]thiazol-2-yl]cyclohexyl]carbamate